ClC=1C=C2C(C(=CN(C2=CC1N1[C@H](CCC1)COC1=NC=CC=C1Cl)C1(CC1)C1=CC=CC=C1)C(=O)O)=O (R)-6-chloro-7-(2-(((3-chloropyridin-2-yl)oxy)methyl)pyrrolidin-1-yl)-4-oxo-1-(1-phenylcyclopropyl)-1,4-dihydroquinoline-3-carboxylic acid